1-(5-Chloro-3-(1-(trifluoromethyl)-1H-pyrazol-4-yl)-2H-pyrazolo[4,3-b]pyridin-2-yl)-2-methylpropan-2-ol ClC=1C=CC=2C(N1)=C(N(N2)CC(C)(O)C)C=2C=NN(C2)C(F)(F)F